Tert-butyl 2-(6-((1R,3R,5S)-3-((5-cyclopropyl-3-(2-(trifluoromethoxy)phenyl)isoxazol-4-yl)methoxy)-8-azabicyclo[3.2.1]octan-8-yl)nicotinoyl)hydrazinecarboxylate C1(CC1)C1=C(C(=NO1)C1=C(C=CC=C1)OC(F)(F)F)COC1C[C@H]2CC[C@@H](C1)N2C2=NC=C(C(=O)NNC(=O)OC(C)(C)C)C=C2